5-methoxy-6-morpholino-N-phenethyl-1H-benzo[d]imidazole-1-carboxamide COC1=CC2=C(N(C=N2)C(=O)NCCC2=CC=CC=C2)C=C1N1CCOCC1